FC=1C=CC(=NC1)NC(=O)C1(CCC1)C=1C=C2CCCN(C2=CC1)C(=O)C1=NC=NC(=C1)C N-(5-Fluoropyridin-2-yl)-1-[1-(6-methylpyrimidin-4-carbonyl)-1,2,3,4-tetrahydrochinolin-6-yl]cyclobutan-1-carboxamid